CC=1N=C2N(N=C(C=C2)C2=CN=C3C(=N2)SC(=C3)C3CC(NC(C3)([2H])[2H])([2H])[2H])C1 3-(2-methylimidazo[1,2-b]pyridazin-6-yl)-6-(piperidin-4-yl-2,2,6,6-d4)thieno[2,3-b]pyrazine